6-hydroxy-1,3-benzothiazole-2-carbonitrile OC1=CC2=C(N=C(S2)C#N)C=C1